CC1(C2C(CC1CC2)=O)C 7,7-dimethyl-2-oxobicyclo-[2.2.1]heptan